phosphonous diamide P(N)N